CN(C)CC=1C=CC=C(C1)O 5-(dimethylaminomethyl)phenol